6-{(3S,4S)-1-[(6-methoxypyridin-3-yl)methyl]-4-methylpyrrolidin-3-yl}-3-methyl-1-(tetrahydro-2H-pyran-4-yl)-1,5-dihydro-4H-pyrazolo[3,4-d]pyrimidin-4-one COC1=CC=C(C=N1)CN1C[C@H]([C@@H](C1)C)C=1NC(C2=C(N1)N(N=C2C)C2CCOCC2)=O